3',6'-dibromo-6-(chloromethyl)-3H-spiro[isobenzofuran-1,9'-xanthen]-3-one BrC=1C=CC=2C3(C4=CC=C(C=C4OC2C1)Br)OC(C1=CC=C(C=C13)CCl)=O